O1C(=CC2=C1C=CC=C2)C=2C=CC(=CC2)C(C)C 5-(Benzofuran-2-yl)-2-isopropylbenzene